N-{4-[3-chloro-4-(2-pyridylmethoxy)anilino]-3-cyano-7-ethoxy-6-quinolinyl}-4-(dimethylamino)-2-butenamide ClC=1C=C(NC2=C(C=NC3=CC(=C(C=C23)NC(C=CCN(C)C)=O)OCC)C#N)C=CC1OCC1=NC=CC=C1